N-(3-quinolylmethyl)-N'-(2-pyridinylmethyl)-N-(5,6,7,8-tetrahydro-8-quinolinyl)-1,4-benzenedimethanamine N1=CC(=CC2=CC=CC=C12)CN(CC1=CC=C(C=C1)CNCC1=NC=CC=C1)C1CCCC=2C=CC=NC12